N-[(9H-fluoren-9-ylmethoxy)carbonyl]-L-valyl-N-{4-[(2S)-2-amino-3-methoxy-3-oxopropyl]phenyl}-N5-carbamoyl-L-ornithinamid C1=CC=CC=2C3=CC=CC=C3C(C12)COC(=O)N[C@@H](C(C)C)C(=O)N[C@@H](CCCNC(N)=O)C(=O)NC1=CC=C(C=C1)C[C@@H](C(=O)OC)N